C(C(=O)OC1=C(C=C(C=C1Cl)N1C(C=CC1=O)=O)Cl)(=O)OC1=C(C=C(C=C1Cl)N1C(C=CC1=O)=O)Cl bis(2,6-dichloro-4-(2,5-dioxo-2,5-dihydro-1H-pyrrol-1-yl) phenyl) oxalate